CC1(CCC(C1)=O)C 4,4-dimethylcyclopentanone